(6-((2-(1H-pyrazol-1-yl)benzyl)amino)-9-isopropyl-9H-purin-2-yl)piperidin-4-ol N1(N=CC=C1)C1=C(CNC2=C3N=CN(C3=NC(=N2)N2CCC(CC2)O)C(C)C)C=CC=C1